(rac)-Cis-7-cyclopropoxy-N-(1-(2-fluorocyclopropyl)-2-oxo-1,2-dihydropyridin-3-yl)-2-(1-methyl-2-oxabicyclo[2.1.1]hexan-4-yl)imidazo[1,2-a]pyridine-6-carboxamide C1(CC1)OC1=CC=2N(C=C1C(=O)NC=1C(N(C=CC1)C1C(C1)F)=O)C=C(N2)[C@@]21CO[C@@](C2)(C1)C